tert-butyl 6-(1H-Indol-5-yl)-3-methyl-3,4-dihydropyridine-1(2H)-carboxylate N1C=CC2=CC(=CC=C12)C1=CCC(CN1C(=O)OC(C)(C)C)C